1-(4-bromobenzyl)cyclohexane-1-carboxylic acid BrC1=CC=C(CC2(CCCCC2)C(=O)O)C=C1